benzo[d]imidazo[5,1-b]thiazol-5-ylboronic acid C1=NC=C2SC3=C(N21)C=CC=C3B(O)O